FC(C=1C(=NC(=CC1)C=1C=NN2C1C=C(C(=C2)NC=2N=NC(=CC2)C)OC)N2N=C(C=C2C)C#N)F 1-[3-(difluoromethyl)-6-[5-methoxy-6-[(6-methylpyridazin-3-yl)amino]pyrazolo[1,5-a]pyridin-3-yl]pyridin-2-yl]-5-methylpyrazole-3-carbonitrile